N-(2-(2,6-dioxopiperidin-3-yl)-1,3-dioxoisoindolin-4-yl)-acetamide O=C1NC(CCC1N1C(C2=CC=CC(=C2C1=O)NC(C)=O)=O)=O